COC1=NC(=CC=C1[C@H]1[C@@H](O[C@]([C@H]1C)(C(F)(F)F)C)C(=O)NC1=CC(=NC=C1)C(=O)N)C(F)(F)F |r| rac-(2r,3s,4s,5r)-4-[[3-[2-methoxy-6-(trifluoromethyl)-3-pyridinyl]-4,5-dimethyl-5-(trifluoromethyl)tetrahydrofuran-2-carbonyl]amino]pyridine-2-carboxamide